C1(=CC=CC=C1)C(N)(N)C1=CC=CC=C1 DIPHENYLMETHANEDIAMINE